(S)-4-(2-fluoro-4-((3-methylbenzyl)oxy)benzyl)morpholine-3-carboxamide tert-butyl-4-(piperidin-4-ylmethyl)piperidine-1-carboxylate C(C)(C)(C)OC(=O)N1CCC(CC1)CC1CCNCC1.FC1=C(CN2[C@@H](COCC2)C(=O)N)C=CC(=C1)OCC1=CC(=CC=C1)C